Pyrimidine-4-amine monohydrate O.N1=CN=C(C=C1)N